N-(2-(4-Cyanothiazolidin-3-yl)-2-oxoethyl)-6-((1,3-difluoropropan-2-yl)oxy)-quinoline-4-carboxamide C(#N)C1N(CSC1)C(CNC(=O)C1=CC=NC2=CC=C(C=C12)OC(CF)CF)=O